[Sc].[Yb].[Er] erbium-ytterbium scandium